BrC1=CC=2N(C=C1)N=CC2C(=O)NC2CC(C2)(F)F 5-Bromo-N-(3,3-difluorocyclobutyl)pyrazolo[1,5-a]pyridine-3-carboxamide